OC=1C=C(C2=C(N(C(=N2)C)COCC[Si](C)(C)C)C1)C(=O)OC methyl 6-hydroxy-2-methyl-1-((2-(trimethylsilyl)ethoxy)methyl)-1H-benzo[d]imidazole-4-carboxylate